6-(3-methylnaphthalen-1-yl)-3-(1H-tetrazol-5-yl)pyrazolo[1,5-a]pyrimidin-7-amine CC=1C=C(C2=CC=CC=C2C1)C=1C=NC=2N(C1N)N=CC2C2=NN=NN2